NC1=NC(=NC2=C1N=C(N=C2C)C=2C=C(C=CC2)C#C[C@]2(C(N(CC2)C)=O)O)[2H] (R)-3-((3-(8-amino-4-methylpyrimido[5,4-d]pyrimidin-2-yl-6-d)phenyl)ethynyl)-3-hydroxy-1-methylpyrrolidin-2-one